C(C)C=1C(=C(C(=NC1)CC)CC)CC tetra-ethyl-pyridine